(5-(3,3,3-trifluoropropyl)-1,4,5,6-tetrahydropyrrolo[3,4-c]pyrazol-3-yl)methanone copper acetate C(C)(=O)[O-].[Cu+2].FC(CCN1CC=2NN=C(C2C1)C=O)(F)F.C(C)(=O)[O-]